FC1(CCC(CC1)C1=NC=CC(=C1NC(=O)C=1C=NC(=NC1)N(C)C)C1=C(C=CC=C1)F)F N-[2-(4,4-difluorocyclohexyl)-4-(2-fluorophenyl)-3-pyridyl]-2-(dimethylamino)pyrimidine-5-carboxamide